titanium-aluminum titanium [Ti].[Al].[Ti]